3-ethyl-7-((4-(1-carbonylisoindolin-5-yl)piperazin-1-yl)methyl)-1,5-naphthyridin-2(1H)-one C(C)C=1C(NC2=CC(=CN=C2C1)CN1CCN(CC1)C=1C=C2CNC(C2=CC1)=C=O)=O